ClC=1C(=C(C(=C(C1)[C@H](C)NC(OC(C)(C)C)=O)OC)C=1C=NC(=CC1)C#N)C tert-Butyl {(1S)-1-[5-chloro-3-(6-cyanopyridin-3-yl)-2-methoxy-4-methylphenyl]ethyl}carbamate